BrC1=CC=CC(=N1)NC=1C(=CC=CC1)N N1-(6-bromopyridin-2-yl)benzene-1,2-diamine